[N+](=O)([O-])N[C@H](C(=O)O)CCC(=O)N[C@@H](CS)C(=O)NCC(=O)O nitro-glutathion